NC1=NC=2C=C(C(=CC2C2=C1C(OC2)C)C(=O)N(C=2C=NN(C2)C)CC2=NC=C(C=C2)C#C)Cl 4-amino-7-chloro-N-((5-ethynylpyridin-2-yl)methyl)-3-methyl-N-(1-methyl-1H-pyrazol-4-yl)-1,3-dihydrofuro[3,4-c]quinoline-8-carboxamide